ethyl 2-((4-bromo-1-((2-(trimethylsilyl)ethoxy)methyl)-1H-pyrazol-3-yl)methoxy)acetate BrC=1C(=NN(C1)COCC[Si](C)(C)C)COCC(=O)OCC